C(C)OC(C=C(C)C1=CC=C(C=C1)F)=O 3-(4-fluorophenyl)but-2-enoic acid ethyl ester